2-(10-Bromoanthracen-9-yl)dibenzo[b,d]thiophene BrC1=C2C=CC=CC2=C(C2=CC=CC=C12)C1=CC2=C(SC3=C2C=CC=C3)C=C1